4-amino-N-[3-[[1-(1,3-benzothiazol-2-yl)-2-(3-carbamimidoylphenyl)ethyl]sulfamoyl]phenyl]cyclohexanecarboxamide NC1CCC(CC1)C(=O)NC1=CC(=CC=C1)S(NC(CC1=CC(=CC=C1)C(N)=N)C=1SC2=C(N1)C=CC=C2)(=O)=O